N-(3-(6-(difluoromethoxy)-1H-benzo[d]imidazol-2-yl)phenyl)-5-(pyridazin-3-yl)pyrimidin-2-amine FC(OC=1C=CC2=C(NC(=N2)C=2C=C(C=CC2)NC2=NC=C(C=N2)C=2N=NC=CC2)C1)F